tert-Butyl N-[(3S)-1-[4-ethoxy-5-(2-methylpyrazolo[1,5-a]pyridin-5-ylcarbamoyl)-pyrimidin-2-yl]pyrrolidin-3-yl]-N-methylcarbamate C(C)OC1=NC(=NC=C1C(NC1=CC=2N(C=C1)N=C(C2)C)=O)N2C[C@H](CC2)N(C(OC(C)(C)C)=O)C